C(C=C)(=O)NC(C(C)(S(=O)(=O)O)C)(C)C 3-acrylamido-2,3-dimethylbutane-2-sulfonic acid